FC1=C(C(=O)Cl)C=C(C(=C1)OC)F 2,5-difluoro-4-methoxybenzoyl chloride